C(C)(C)(C)OC(NC)=O methyl-carbamic acid tert-butyl ester